CSCC[C@@H](C(=O)NC1=CC2=CC=CC=C2C=C1)N The molecule is an L-methionine derivative that is the amide obtained by formal condensation of the carboxy group of L-methionine with the amino group of 2-naphthylamine. It is a 2-amino-4-(methylsulfanyl)-N-(2-naphthyl)butanamide and a L-methionine derivative. It is an enantiomer of a D-methionine 2-naphthylamide.